OC(CC1=NSC(=N1)NC(=O)C1=CSC(=C1)C1=CC(=CC=C1)C(F)(F)F)C N-(3-(2-hydroxypropyl)-1,2,4-thiadiazol-5-yl)-5-(3-(trifluoromethyl)phenyl)thiophene-3-carboxamide